ClC=1C=C(CN)C=C(C1)Cl 3,5-dichlorobenzylamine